C(C)(C)(C)OC(=O)N1CCC(CC1)C=1SC2=C(N1)C(=CC(=C2)C=2C=C(C=1N(N2)C=C(N1)C)C)F 4-[6-(2,8-Dimethylimidazo[1,2-b]pyridazin-6-yl)-4-fluoro-1,3-benzothiazol-2-yl]piperidine-1-carboxylic acid tert-butyl ester